(1R,2S)-2-fluoro-N-(3-(5-fluoro-4-methylpyridin-3-yl)-1-methyl-2-oxo-1,2-dihydro-1,6-naphthyridin-7-yl)cyclopropane-1-carboxamide F[C@@H]1[C@H](C1)C(=O)NC1=NC=C2C=C(C(N(C2=C1)C)=O)C=1C=NC=C(C1C)F